C(C)(=O)C1=NN2C(N(C([C@H](CC2)NC(=O)C2=NN(C=N2)CC2=CC=CC=C2)=O)C)=C1 (S)-N-(2-acetyl-4-methyl-5-oxo-5,6,7,8-tetrahydro-4H-pyrazolo[1,5-a][1,3]diazepin-6-yl)-1-benzyl-1H-1,2,4-triazole-3-carboxamide